ClC=1C=NC(=C(C(=O)NC2CCC(CC2)CN2C(N(C3=C2C=CC=C3)C3=C(C=CC(=C3)OC)C#N)=O)C1)C 5-chloro-N-((1r,4r)-4-((3-(2-cyano-5-methoxyphenyl)-2-oxo-2,3-dihydro-1H-benzo[d]imidazol-1-yl)methyl)cyclohexyl)-2-methylnicotinamide